3-{[(2-methoxyphenyl)amino]methyl}-5-[4-(methylthio)benzylidene]-1,3-thiazolidine-2,4-dione COC1=C(C=CC=C1)NCN1C(SC(C1=O)=CC1=CC=C(C=C1)SC)=O